C1(=C(C=CC=C1)C1=C(C2=C(SC3=C2C=CC=C3)C=C1)C1=C(C=CC=C1)C1=NN=NC(=C1C1=C(C=CC=C1)C1=CC=CC=C1)C1=CC=CC=C1)C1=CC=CC=C1 (biphenylyl){[phenyl(biphenylyl)triazinyl]phenyl}dibenzothiophene